NC1=NC(=NC(=C1N)Br)SCCC 4,5-diamino-6-bromo-2-propylthiopyrimidine